(±)-trans-ethyl 2-[4-[[1-[(3,4-dichlorophenyl)methyl]-3,7-dimethyl-2,6-dioxo-purin-8-yl]amino]-2-pyridyl]cyclopropanecarboxylate ClC=1C=C(C=CC1Cl)CN1C(N(C=2N=C(N(C2C1=O)C)NC1=CC(=NC=C1)[C@H]1[C@@H](C1)C(=O)OCC)C)=O |r|